FC=1C=C2C(NC(NC2=C(C1)F)=O)=O 6,8-Difluoroquinazoline-2,4(1H,3H)-dione